1-(Thiazol-2-yl)ethyl 2-(4-ethoxyphenyl)thiazole-4-carboxylate C(C)OC1=CC=C(C=C1)C=1SC=C(N1)C(=O)OC(C)C=1SC=CN1